CC1C2CN(CC(C1)N2C(=O)[O-])C(=O)[O-] 6-methyl-3,8-diazabicyclo[3.2.1]octane-3,8-dicarboxylate